C(=C)OCCCCOC=C 1,4-divinyloxybutane